Methyl-6-(4-(1-(4-cyanocyclohexyl)-3,3-dimethyl-2,3-dihydro-1H-pyrrolo[3,2-b]pyridine-5-carbonyl)-3,3-dimethylpiperazin-1-yl)-2,4-dimethylnicotinic acid CC=1C(=NC(=C(C(=O)O)C1C)C)N1CC(N(CC1)C(=O)C1=CC=C2C(=N1)C(CN2C2CCC(CC2)C#N)(C)C)(C)C